ClC1=C(C#N)C=CC(=C1)N1C(C2(CC1)CCN(CC2)C(C2=CC=C(C=C2)N2CCN(CC2)C2CN(C2)C=2C=C1C(N(C(C1=CC2)=O)C2C(NC(CC2)=O)=O)=O)=O)C 2-chloro-4-(8-(4-(4-(1-(2-(2,6-dioxopiperidin-3-yl)-1,3-dioxoisoindolin-5-yl)azetidin-3-yl)piperazin-1-yl)benzoyl)-1-methyl-2,8-diazaspiro[4.5]decan-2-yl)benzonitrile